2-(4-(5-amino-2-chloropyridin-4-yl)morpholin-3-yl)ethane-1-ol NC=1C(=CC(=NC1)Cl)N1C(COCC1)CCO